(2S)-N-{4-[4-(cyclopropylmethoxy)-7-(pyridin-2-yl)-5H-pyrrolo[3,2-d]pyrimidin-6-yl]pyridin-2-yl}-4,4-difluoro-2-(4-fluorophenyl)butanamide C1(CC1)COC=1C2=C(N=CN1)C(=C(N2)C2=CC(=NC=C2)NC([C@@H](CC(F)F)C2=CC=C(C=C2)F)=O)C2=NC=CC=C2